3-[7-(aminocarbonyl)-5-fluoro-2H-indazole-2-yl]-1-propylpyrrolidinium NC(=O)C1=CC(=CC2=CN(N=C12)C1C[NH+](CC1)CCC)F